CN(C(C#C)=O)CC(=O)O 2-(N-METHYLPROP-2-YNAMIDO)ACETIC ACID